Cl.N1(CCNCC1)C1=CC=CC(=N1)OCC1=NC=C(C#N)C=C1 6-(((6-(piperazin-1-yl)pyridin-2-yl)oxy)methyl)nicotinonitrile hydrochloride